Perfluoro-2-(methyl)pent-2-ene FC(C(=C(C(C(F)(F)F)(F)F)F)C(F)(F)F)(F)F